ClC1=CC(=NC(=N1)C)N 6-chloro-2-methylpyrimidin-4-amine